3-(2-aminoethoxy)-5-methyl-8-(4-(5-methylbenzo[d]oxazol-2-yl)piperidin-1-yl)-6-oxo-5,6-dihydro-1,5-naphthyridine-2-carbonitrile NCCOC=1C(=NC=2C(=CC(N(C2C1)C)=O)N1CCC(CC1)C=1OC2=C(N1)C=C(C=C2)C)C#N